S1C(=CC=C1)C(=O)N THIOPHEN-2-AMID